C(=C)OCCCCN(C(O)=O)C1=CC=C(C=C1)CC1=CC=C(C=C1)N(C(O)=O)CCCCOC=C.OC1=C(C=C(C(=C1)O)C(C)C)C1=NN=C(N1C1=CC=C(OCCCNC(CC)=O)C=C1)O N-(3-(4-(3-(2,4-dihydroxy-5-isopropylphenyl)-5-hydroxy-4H-1,2,4-triazol-4-yl)phenoxy)propyl)Propanamide bis[4-(vinyloxy)butyl](methylenedi-4,1-phenylene)biscarbamate